tert-butyl (S)-3-((6-(1H-imidazol-1-yl) pyridin-3-yl) oxy)-2-(aminooxy)-2-methylpropionate N1(C=NC=C1)C1=CC=C(C=N1)OC[C@](C(=O)OC(C)(C)C)(C)ON